BrC1=C(C(=CC=C1F)Cl)Cl 1-bromo-2,3-dichloro-6-fluorobenzene